BrC1=C(O[Si](C)(C)C)C=C(C=C1)OC (2-bromo-5-methoxyphenoxy)trimethylsilane